2-bromo-5-fluoro-1,3-xylene BrC1=C(C=C(C=C1C)F)C